C1(CC1)C1=C(N=CN1CC=1C=C(C(=CC1)N)NC)C1=CC=CC=C1 4-[(5-cyclopropyl-4-phenyl-imidazol-1-yl)methyl]-N2-methyl-benzene-1,2-diamine